(2S,3S,4R,5R)-3,4-dihydroxyl-5-(2-(5-methoxypyridin-3-yl)-6-(((methylpyridin-2-yl)methyl)amino)-9H-purin-9-yl)-N-(2,2,2-trifluoroethyl)tetrahydrofuran-2-formamide O[C@@H]1[C@H](O[C@H]([C@@H]1O)N1C2=NC(=NC(=C2N=C1)NCC1=NC=CC=C1C)C=1C=NC=C(C1)OC)C(=O)NCC(F)(F)F